N-[(4-cyclopropyl-3-fluorophenyl)(phenyl)methyl]-4-fluoro-1-[2-(2-methyl-1H-1,3-benzodiazol-1-yl)acetyl]pyrrolidine-2-carboxamide C1(CC1)C1=C(C=C(C=C1)C(NC(=O)C1N(CC(C1)F)C(CN1C(=NC2=C1C=CC=C2)C)=O)C2=CC=CC=C2)F